ClC1=C(C2=C(N(CCOC2)[C@H]2[C@@H](CCCC2)O)N=N1)C (1R,2R)-2-(3-chloro-4-methyl-7,8-dihydropyridazino[3,4-e][1,4]oxazepin-9(5H)-yl)cyclohexane-1-ol